C[SiH](C)[Zr](C1=CC=CC=2C3=CC=CC=C3CC12)C1(C(=C(C(=C1)C)C)C)C dimethylsilyl(tetramethylcyclopentadienyl)(fluorenyl)zirconium